propyl-triethyl-ammonium chloride zinc salt [Zn].[Cl-].C(CC)[N+](CC)(CC)CC